C(C)(C)(C)C=1C=CC=2N(C3=CC=CC=C3C2C1)C1=C(C#N)C(=C(C(=C1C1=NC2=C(N1C1=CC=CC=C1)C=CC=C2)C2=CC=CC=1SC3=C(C12)C=CC=C3)C3=CC=CC=1SC2=C(C13)C=CC=C2)C2=CC=CC=1SC3=C(C12)C=CC=C3 2-(3-(tert-butyl)-9H-carbazol-9-yl)-4,5,6-tris(dibenzo[b,d]thiophen-1-yl)-3-(1-phenyl-1H-benzo[d]imidazol-2-yl)benzonitrile